(R)-(4-(6-chloro-4-oxochromane-2-carboxamido)bicyclo[2.1.1]hex-1-yl)carbamic acid tert-butyl ester C(C)(C)(C)OC(NC12CCC(C1)(C2)NC(=O)[C@@H]2OC1=CC=C(C=C1C(C2)=O)Cl)=O